C(C1=CC=CC=C1)O[C@@H]1CN(C[C@H]1C(F)F)C(=O)OC(C)(C)C |r| rac-tert-butyl (3S,4R)-3-(benzyloxy)-4-(difluoromethyl)pyrrolidine-1-carboxylate